C(C)C1=C(C=2C=C3C(=C(C(=CC=4[C@H]([C@@H](C(=C(C5=CC(=C(N5)C=C1N2)C)C)N4)CCCO)C)N3)C)C=C)C 3-((7S,8S)-18-ethyl-2,5,8,12,17-pentamethyl-13-vinyl-7H,8H-porphyrin-7-yl)propan-1-ol